OCC(C)(C)C1=CC=C(C=C1)NC1=NC=C(C(=N1)N[C@H](CO)C1=CC=CC=C1)C(=O)OCC Ethyl 2-{[4-(1-hydroxy-2-methylpropan-2-yl)phenyl]amino}-4-{[(1S)-2-hydroxy-1-phenylethyl]amino}pyrimidine-5-carboxylate